FC1=NN(C2=CC=C(C=C12)[C@@H]1CC[C@H](CC1)C=O)C trans-4-(3-Fluoro-1-methyl-1H-indazol-5-yl)cyclohexanecarbaldehyde